(5-amino-2-((1-methylpiperidin-4-yl)ethynyl)phenyl)methanol NC=1C=CC(=C(C1)CO)C#CC1CCN(CC1)C